(R)-(2-(2-(((1-(3-(2-oxooxazolidin-4-yl)propanoyl)azetidin-3-yl)methoxy)methyl)phenoxy)ethyl)carbamate O=C1OC[C@H](N1)CCC(=O)N1CC(C1)COCC1=C(OCCNC([O-])=O)C=CC=C1